S(=O)(=O)(O)OC1([C@H](N)[C@@H](OS(=O)(=O)O)[C@@H](OS(=O)(=O)O)[C@H](O1)COS(=O)(=O)O)C(C)=O acetylgalactosamine tetrasulfate